Icosyl ((S)-(((2R,3S,5R)-5-(6-amino-2-fluoro-9H-purin-9-yl)-2-ethynyl-3-hydroxytetrahydrofuran-2-yl)methoxy)(phenoxy)phosphoryl)-L-phenylalaninate NC1=C2N=CN(C2=NC(=N1)F)[C@H]1C[C@@H]([C@@](O1)(C#C)CO[P@](=O)(OC1=CC=CC=C1)N[C@@H](CC1=CC=CC=C1)C(=O)OCCCCCCCCCCCCCCCCCCCC)O